CC1=CC=C(C=C1)S(=O)(=O)OC(COCCOCCOCCOCCOCCOC)O 2,5,8,11,14,17-hexaoxanonadecan-19-ol-19-yl 4-methylbenzenesulfonate